C(C(C)C)(=O)OC(C(F)(F)F)(F)F perfluoro-ethyl isobutyrate